COC=1C=C(CN(C(=O)OCCC(CCOC(=O)N(CC2=CC(=CC=C2)OC)CC2=CC(=CC=C2)OC)N(C)C)CC2=CC(=CC=C2)OC)C=CC1 1-[bis(3-methoxybenzyl)aminocarbonyloxy]-5-[bis(3-methoxybenzyl)aminocarbonyloxy]-3-(dimethylamino)pentane